COC=1C=C(C=O)C(=CN1)OCC=1N=COC1 2-methoxy-5-(oxazol-4-ylmethoxy)isonicotinaldehyde